C(C)OC(=O)C=1NC2=C(C(=CC=C2C1CCCOC1=CC=CC2=CC(=CC=C12)F)Cl)C=1C(=NN(C1CC)C)[C@@H](CC1=CC=CC=C1)O |r| (rac)-6-chloro-7-[5-ethyl-3-(1-hydroxy-2-phenylethyl)-1-methyl-1H-pyrazol-4-yl]-3-{3-[(6-fluoronaphthalen-1-yl)oxy]propyl}-1H-indole-2-carboxylic acid ethyl ester